O1C(OCC1)CC[C@H](C(C)C)N1CC(C1)CC=1C=CC(=C2C=NN(C12)C)C1=C(C=C(C=C1)F)C(=O)N1[C@@H](COCC1)C 7-({1-[(3R)-1-(1,3-dioxolan-2-yl)-4-methylpentan-3-yl]azetidin-3-yl}methyl)-4-{4-fluoro-2-[(3R)-3-methylmorpholine-4-carbonyl]phenyl}-1-methyl-1H-indazole